4-(4-(6-propenoyl-2,6-diazaspiro[3.3]heptan-2-yl)phenyl)-6-(1-ethyl-1H-pyrazol-4-yl)pyrazolo[1,5-a]pyridine-3-carbonitrile C(C=C)(=O)N1CC2(CN(C2)C2=CC=C(C=C2)C=2C=3N(C=C(C2)C=2C=NN(C2)CC)N=CC3C#N)C1